NC1(CC1C=1C=CC(=C(C1)NC(=O)[C@@H]1N(C[C@@H](C1)OC)C(=O)N(C)C1=CC=C(C=C1)Cl)F)C1=CC(=CC=C1)C#N (2R,4R)-N2-(5-((-)-1-amino-1-(3-cyanophenyl)-3-cyclopropyl)-2-fluorophenyl)-N1-(4-chlorophenyl)-4-methoxy-N1-methylpyrrolidine-1,2-dicarboxamide